1-[3-[[7-(2-amino-7-fluoro-1,3-benzothiazol-4-yl)-6-chloro-8-fluoro-quinazolin-4-yl]amino]azetidin-1-yl]prop-2-en-1-one NC=1SC2=C(N1)C(=CC=C2F)C2=C(C=C1C(=NC=NC1=C2F)NC2CN(C2)C(C=C)=O)Cl